(2-benzyloxyethyl)-2,2-dimethyl-3-oxo-4-phenylpiperazine-1-carboxamide C(C1=CC=CC=C1)OCCC1N(C(C(N(C1)C(=O)N)(C)C)=O)C1=CC=CC=C1